N[C@@]1(C([C@@H](CC1)NC=1C=2N(N=CC1C(=NC1=C(C=CC=C1)Cl)N)C=C(C2)Br)(C)C)C 4-[[(1R,3S)-3-amino-2,2,3-trimethyl-cyclopentyl]amino]-6-bromo-N'-(2-chlorophenyl)pyrrolo[1,2-b]pyridazine-3-carboxamidine